4-{[6-(5-chloro-2-fluorophenyl)-2H,3H,4H-pyrido[3,2-b][1,4]-oxazin-8-yl]amino}pyridine-3-carboxylate ClC=1C=CC(=C(C1)C=1C=C(C=2OCCNC2N1)NC1=C(C=NC=C1)C(=O)[O-])F